P(=O)(OC(C)(C)C)(OC(C)(C)C)OCN1N=CC=C1C=CC=1SC=CC1 (E)-di-tert-butyl ((5-(2-(thiophen-2-yl)vinyl)-1H-pyrazol-1-yl)methyl) phosphate